4-(6-(4-(cyclohex-1-en-1-ylethynyl)-4-methoxypiperidin-1-yl)pyridin-3-yl)-6-(1-methyl-1H-pyrazol-4-yl)pyrazolo[1,5-a]pyridine-3-carbonitrile C1(=CCCCC1)C#CC1(CCN(CC1)C1=CC=C(C=N1)C=1C=2N(C=C(C1)C=1C=NN(C1)C)N=CC2C#N)OC